C(C)C1CNC=2C=C(C=C3C2N1C(=C3)C3=NC1=C(N3C)C(=CC(=C1)C=O)F)F (2-(3-ethyl-8-fluoro-2,3-dihydro-1H-pyrrolo[1,2,3-de]quinoxalin-5-yl)-7-fluoro-1-methyl-1H-benzo[d]imidazol-5-yl)methanone